2-isopropyl-2,3-naphthyridin-1-one C(C)(C)N1C(C2=CC=CC=C2C=N1)=O